3-(1-oxo-4-((3-(4-oxo-4-(4-(4-(quinoxalin-2-yl)-1H-pyrazol-1-yl)piperidin-1-yl)butyl)cyclohexyl)amino)isoindolin-2-yl)piperidine-2,6-dione O=C1N(CC2=C(C=CC=C12)NC1CC(CCC1)CCCC(N1CCC(CC1)N1N=CC(=C1)C1=NC2=CC=CC=C2N=C1)=O)C1C(NC(CC1)=O)=O